[Si](C)(C)(C(C)(C)C)OC1=CC=2N(C3=CC=CC=C3SC2C=C1C=O)CCC 2-((tert-butyldimethylsilyl)oxy)-10-propyl-10H-phenothiazine-3-formaldehyde